N=1N(N=CC1)C1=NC=C(C=N1)OC1=CC=C(C=C1)C(C)(C)C1=CC=C(OC2CC(C2)NC(OC(C)(C)C)=O)C=C1 tert-butyl ((1r,3r)-3-(4-(2-(4-((2-(2H-1,2,3-triazol-2-yl)pyrimidin-5-yl)oxy) phenyl)propan-2-yl)phenoxy)cyclobutyl)carbamate